ClC1=C(C=CC=C1)C1=CC(=CN1CCCCC)C(=O)C1=CC=CC2=CC=CC=C12 [5-(2-Chlorophenyl)-1-pentylpyrrol-3-yl]-naphthalen-1-ylmethanone